C1NCN2C1CNCC2 tetrahydroimidazo[1,5-a]piperazine